COC=1C=C(C2=CC=CC=C2C1)C1(COC1)N 3-(3-Methoxynaphthalen-1-yl)oxetan-3-amine